N1=CC=C(C=C1)N PYRIDIN-4-AMINE